2-(2-methyl-5-nitro-1H-imidazol-1-yl)ethyl ((S)-3-(((4-methoxyphenyl)diphenylmethyl)thio)-2-methylpropanoyl)-L-prolinate COC1=CC=C(C=C1)C(SC[C@H](C(=O)N1[C@@H](CCC1)C(=O)OCCN1C(=NC=C1[N+](=O)[O-])C)C)(C1=CC=CC=C1)C1=CC=CC=C1